C(CCCCCCCCCCC)N1C(=[N+](C=C1)C)C 1-dodecyl-2,3-dimethylimidazolium